N-(6-amino-5-ethylpyridin-3-yl)-2-(2-(7'-chloro-2'-oxospiro[cyclopropane-1,3'-indoline]-5'-yl)-5-methylpiperidin-1-yl)-2-oxoacetamide NC1=C(C=C(C=N1)NC(C(=O)N1C(CCC(C1)C)C=1C=C2C3(C(NC2=C(C1)Cl)=O)CC3)=O)CC